C1(CCCC1)O[C@@H](CC=1SC(=C(N1)[C@H](C(=O)O)C)C)[C@H](O)C1=CC(=C(C(=C1)OC)C)OC (R)-2-(2-((2S,3R)-2-(cyclopentyloxy)-3-(3,5-dimethoxy-4-methylphenyl)-3-hydroxypropyl)-5-methylthiazol-4-yl)propanoic acid